3,5-dichloro-4-((4-(1,1-difluoroethyl)-1-((2,4-dimethyl-6-oxo-1,6-dihydropyrimidin-5-yl)-methyl)-6-oxo-1,6-dihydropyrimidin-5-yl)-oxy)benzonitrile ClC=1C=C(C#N)C=C(C1OC1=C(N=CN(C1=O)CC1=C(N=C(NC1=O)C)C)C(C)(F)F)Cl